acetic acid (8,8-dimethyl-5-trifluoromethyl-1,2,8,9-tetrahydro-6H-3-oxa-6,9-diaza-cyclopenta[a]naphthalen-7-ylidene)-hydrazide CC1(C(NC2=C(C=C3C(=C2N1)CCO3)C(F)(F)F)=NNC(C)=O)C